1,9-dinitro-6H,12H-5,11-methanodibenzo[1,5]diazocine-2,8-diol [N+](=O)([O-])C1=C(C=CC2=C1CN1C3=C(CN2C1)C=C(C(=C3)[N+](=O)[O-])O)O